4-(5,6-bis(4-chlorophenyl)-1,2,4-triazin-3-yl)-N-(4-chlorophenyl)piperazine-1-carbothioamide ClC1=CC=C(C=C1)C=1N=C(N=NC1C1=CC=C(C=C1)Cl)N1CCN(CC1)C(NC1=CC=C(C=C1)Cl)=S